(6S)-5-[4-(1H-indol-6-yl)-3-(trifluoromethyl)phenyl]-6-methyl-3,6-dihydro-2H-1,3,4-oxadiazin-2-one N1C=CC2=CC=C(C=C12)C1=C(C=C(C=C1)C1=NNC(O[C@H]1C)=O)C(F)(F)F